(1aR,7bS)-2-hydroxy-5-({1-[(1H-imidazol-4-yl)acetyl]azetidin-3-yl}oxy)-1,1a,2,7b-tetrahydrocyclopropa[c][1,2]benzoxaborinine-4-carboxylic acid OB1OC2=C([C@@H]3[C@H]1C3)C=CC(=C2C(=O)O)OC2CN(C2)C(CC=2N=CNC2)=O